7-fluoro-1,3,4,6,11,11a-hexahydro-2H-pyrido[1,2-b]isoquinolin-9-yl trifluoromethanesulfonate FC(S(=O)(=O)OC1=CC=2CC3N(CC2C(=C1)F)CCCC3)(F)F